4-(1-(4-(aminomethyl)-2-chlorophenyl)-1H-imidazol-4-yl)-N-(1-(methylsulfonyl)piperidin-4-yl)-5-(trifluoromethyl)pyrimidin-2-amine NCC1=CC(=C(C=C1)N1C=NC(=C1)C1=NC(=NC=C1C(F)(F)F)NC1CCN(CC1)S(=O)(=O)C)Cl